[Na+].OC(CCCC(=O)[O-])CCCCC 5-hydroxydecanoic acid sodium salt